C1(CC1)C1=CC(=NC(=N1)N1C=NC=C1)C(=O)NC1CCC(CC1)OCCOC 6-cyclopropyl-2-(1H-imidazol-1-yl)-N-(4-(2-methoxyethoxy)cyclohexyl)pyrimidine-4-carboxamide